C(C)(=O)[O-].C(CCCCCCCCC)[N+]1=C(C=CC=C1)CC 1-Decyl-2-ethylpyridinium acetat